C1(CCCC1)C(=O)N1CCC(CC1)OC1=CC=C(C=C1)[N+](=O)[O-] cyclopentyl-(4-(4-nitrophenoxy)piperidin-1-yl)methanone